7-fluoro-6-nitro-2H-1,4-benzoxazine-3(4H)-one FC1=CC2=C(NC(CO2)=O)C=C1[N+](=O)[O-]